FC=1C=C(C=C(C1)F)N(C1=C(C(=CC(=C1)F)N)C)C N1-(3,5-difluorophenyl)-5-fluoro-N1,2-dimethylbenzene-1,3-diamine